[Ni]=S.[Cu].[Mg] magnesium copper-nickel sulfide